C(C)C=1N(C2=C(C(=NC(=C2)C)C)N1)C1=CC=C(C=C1)CCN(C(=O)N)S(=O)(=O)C1=CC=C(C=C1)C N-{2-[4-(2-ethyl-4,6-dimethyl-1H-imidazo[4,5-c]pyridin-1-yl)phenyl]ethyl}-N-[(4-methylphenyl)sulfonyl]urea